1-(2-fluoro-5-(trifluoromethoxy)phenyl)ethan-1-amine FC1=C(C=C(C=C1)OC(F)(F)F)C(C)N